Fmoc (9-Fluorenylmethylcarbamat) C1=CC=CC=2C3=CC=CC=C3C(C12)CNC(OC(=O)OCC1C2=CC=CC=C2C2=CC=CC=C12)=O